C(C)OC(C[C@@H](C=1C=C(C(=CC1)C)C1=CC(=CC=C1)OC(F)(F)F)NC(=O)NC=1C(N(C(=CC1O)C)C)=O)=O (S)-3-(3-(4-hydroxy-1,6-dimethyl-2-oxo-1,2-dihydropyridin-3-yl)ureido)-3-(6-methyl-3'-(trifluoromethoxy)biphenyl-3-yl)propanoic acid ethyl ester